The molecule is a fatty alcohol that is dodecane in which a hydrogen from one of the methyl groups is replaced by a hydroxy group. It is registered for use in apple and pear orchards as a Lepidopteran pheromone/sex attractant, used to disrupt the mating behaviour of certain moths whose larvae destroy crops. It has a role as a cosmetic, a pheromone, an insect attractant, a pesticide and a plant metabolite. It is a primary alcohol, a fatty alcohol and a member of dodecanols. It derives from a hydride of a dodecane. CCCCCCCCCCCCO